3-fluoro-N-{4-fluoro-3-[5-(4-methyl-1H-imidazol-1-yl)-2H-pyrazolo[3,4-b]pyridin-2-yl]phenyl}azetidine-1-carboxamide FC1CN(C1)C(=O)NC1=CC(=C(C=C1)F)N1N=C2N=CC(=CC2=C1)N1C=NC(=C1)C